(S)-N-(chroman-4-yl)-2-(5-cyclopropyl-pyridin-3-yl)benzo-[d]thiazole-6-carboxamide O1CC[C@@H](C2=CC=CC=C12)NC(=O)C1=CC2=C(N=C(S2)C=2C=NC=C(C2)C2CC2)C=C1